2-(6-bromopyridin-2-yl)-2-methylpropanenitrile BrC1=CC=CC(=N1)C(C#N)(C)C